C[Si](C)(C)SCCC[Si](OCCCC)(OCCCC)OCCCC (trimethylsilyl)[3-(tributoxysilyl) propyl] sulfide